tert-Butyl(6-(4-cyanobutyl)pyridazin-3-yl)carbamate C(C)(C)(C)OC(NC=1N=NC(=CC1)CCCCC#N)=O